4-((2-(4-aminohexahydrocyclopenta[c]pyrrol-2(1H)-yl)-1H-benzo[d]imidazol-1-yl)methyl)benzonitrile NC1CCC2CN(CC21)C2=NC1=C(N2CC2=CC=C(C#N)C=C2)C=CC=C1